(3'R)-2-bromo-N-ethyl-6,7-dihydrospiro[pyrazolo[5,1-c][1,4]oxazine-4,3'-pyrrolidine]-1'-carboxamide BrC1=NN2C(=C1)[C@@]1(CN(CC1)C(=O)NCC)OCC2